3-bromo-5-methaneOxypyridine BrC=1C=NC=C(C1)OC